(5Z)-3-Methyl-5-[(2-methylindazol-5-yl)methylene]-2-[(4-methylthiazol-2-yl)methylamino]imidazol-4-one CN1C(=N\C(\C1=O)=C/C1=CC2=CN(N=C2C=C1)C)NCC=1SC=C(N1)C